6-(4-morpholino-7-((2-(trimethylsilyl)ethoxy)methyl)-7H-pyrrolo[2,3-d]pyrimidin-6-yl)pyridin-3-amine O1CCN(CC1)C=1C2=C(N=CN1)N(C(=C2)C2=CC=C(C=N2)N)COCC[Si](C)(C)C